1-Phenyl-2-propenylbenzene C1(=CC=CC=C1)C1=C(C=CC=C1)C=CC